C(C)NC[C@@H](C)NC(C1=CC=C(C=C1)C1=NOC(=N1)C(F)(F)F)=O (R)-N-(1-(Ethylamino)propan-2-yl)-4-(5-(trifluoromethyl)-1,2,4-oxadiazol-3-yl)benzamide